3-(1-oxooctahydro-2H-pyrrolo[3,4-c]pyridin-2-yl)benzoic acid trifluoroacetate FC(C(=O)O)(F)F.O=C1N(CC2CNCCC21)C=2C=C(C(=O)O)C=CC2